ClC=1C=C(C=CC1)C1=CC=C(C=C1)OCC 3-chloro-4'-ethoxy-[1,1'-biphenyl]